ClC=1C=NC2=CC=CC=C2C1Cl 3,4-dichloroquinoline